(1R,3S)-3-[3-({[3-(methoxymethyl)-1-methyl-1H-pyrazol-5-yl]carbonyl}amino)-1H-pyrazol-5-yl]cyclopentyl (1-methylcyclopropyl)carbamate CC1(CC1)NC(O[C@H]1C[C@H](CC1)C1=CC(=NN1)NC(=O)C1=CC(=NN1C)COC)=O